tert-butyl N-(cyclopropylmethyl)-N-[(3R)-1-{7-[6-(methoxymethoxy)-2,7-dimethylindazol-5-yl]-1,8-naphthyridin-3-yl}pyrrolidin-3-yl]carbamate C1(CC1)CN(C(OC(C)(C)C)=O)[C@H]1CN(CC1)C=1C=NC2=NC(=CC=C2C1)C1=CC2=CN(N=C2C(=C1OCOC)C)C